1,1,3,3,4,4,5,5,6,6,6-undecafluoro-2-(trifluoromethyl)hex-1-ene FC(=C(C(C(C(C(F)(F)F)(F)F)(F)F)(F)F)C(F)(F)F)F